4,5-dimethyl-furoyl chloride CC=1C=C(OC1C)C(=O)Cl